tert-butyl 2-methyl-3-(4,4,5,5-tetramethyl-1,3,2-dioxaborolan-2-yl)indole-1-carboxylate CC=1N(C2=CC=CC=C2C1B1OC(C(O1)(C)C)(C)C)C(=O)OC(C)(C)C